C1(CCCCC1)CO[C@@H]([C@@H](C=1OC=NN1)NC(=O)[C@@H]1CN(CC12CN(C2)C(=O)[C@@H]2C(C2)(C)C)C(=O)C2=CN=CS2)C (S)-N-((1S,2r)-2-(cyclohexylmethoxy)-1-(1,3,4-oxadiazol-2-yl)propyl)-2-((S)-2,2-dimethylcyclopropane-1-carbonyl)-6-(thiazole-5-carbonyl)-2,6-diazaspiro[3.4]Octane-8-carboxamide